OC1=C(COC(C(=C)C)=O)C=C(C=C1N1N=C2C(=N1)C=CC(=C2)C(F)(F)F)OC.ClC2=CC=C(C=C2)NC(N(CCN2CCOCC2)C2=CC=C(C(=O)NC1=CC=C(C=C1)C)C=C2)=O 4-{3-(4-Chlorophenyl)-1-[2-(4-morpholinyl)ethyl]ureido}-N-(p-tolyl)benzamide 2-hydroxy-5-methoxy-3-(5-(trifluoromethyl)-2H-benzo[d][1,2,3]triazol-2-yl)benzyl-methacrylate